ClCCC 1-chloropropane